N-(3-bromophenyl)-6-(4,4,5,5-tetramethyl-1,3,2-dioxaborolan-2-yl)-1-naphthalenecarboxamide BrC=1C=C(C=CC1)NC(=O)C1=CC=CC2=CC(=CC=C12)B1OC(C(O1)(C)C)(C)C